BrC=1C=C2C(N(C(=NC2=CC1)[C@H](CCC)N1CCNC[C@@H](C1)C)CC)=O 6-bromo-3-ethyl-2-((S)-1-((S)-6-methyl-1,4-diazepan-1-yl)butyl)quinazolin-4(3H)-one